C(C1=CC=CC=C1)OC=1C=CC2=C(C(=C(O2)C)C(=O)OCC)C1C#N ethyl 5-(benzyloxy)-4-cyano-2-methylbenzofuran-3-carboxylate